FC(C)(F)C1=CC=C(C(=N1)C)S(=O)(=O)N1CC2(C1)CC(C2)N2CC1(CCO1)C2 6-(2-((6-(1,1-difluoroethyl)-2-methylpyridin-3-yl)sulfonyl)-2-azaspiro[3.3]heptan-6-yl)-1-oxa-6-azaspiro[3.3]heptane